ClC1=C2C(=NC=C1C1=CC=CC(=N1)N1C(CN(CC1)CCCN1CCN(CC1)C=1C=C3CN(C(C3=CC1)=O)C1C(NC(CC1)=O)=O)=O)NC=C2C2CC2 3-(5-(4-(3-(4-(6-(4-chloro-3-cyclopropyl-1H-pyrrolo[2,3-b]pyridin-5-yl)pyridine-2-yl)-3-oxopiperazin-1-yl)propyl)piperazin-1-yl)-1-oxoisoindolin-2-yl)piperidine-2,6-dione